CC1=CC(=CC(=C1C(=O)OO)C)C 2,4,6-trimethylperbenzoic acid